1-(2,2-dioxo-2-thia-7-azaspiro[3.5]nonan-7-yl)-2-((2-(trifluoromethyl)pyridin-4-yl)oxy)ethanone O=S1(CC2(C1)CCN(CC2)C(COC2=CC(=NC=C2)C(F)(F)F)=O)=O